4-(4,6-diphenyl-1,3,5-triazin-2-yl)-3-hydroxyphenyl (8-(4-((4-((4-methylbenzoyl) oxy) phenoxy) carbonyl) phenoxy) octyl) succinate C(CCC(=O)OCCCCCCCCOC1=CC=C(C=C1)C(=O)OC1=CC=C(C=C1)OC(C1=CC=C(C=C1)C)=O)(=O)OC1=CC(=C(C=C1)C1=NC(=NC(=N1)C1=CC=CC=C1)C1=CC=CC=C1)O